C(C)N1C=[N+](C=C1)CCCCS(=O)(=O)O 1-ethyl-3-(4-sulfobutyl)-1H-imidazol-3-ium